(2-aminothiazol-4-yl)-N-[4-(2-{[(2R)-2-hydroxy-2-phenyl-ethyl]amino}ethyl)phenyl]acetamide NC=1SC=C(N1)CC(=O)NC1=CC=C(C=C1)CCNC[C@@H](C1=CC=CC=C1)O